FC1=C2NC(C(=NC2=CC=C1CN1CCN(CC1)C=1C=CC(=NC1)C(=O)NC([2H])([2H])[2H])OC)=O 5-(4-((5-fluoro-2-methoxy-3-oxo-4H-quinoxalin-6-yl)methyl)piperazin-1-yl)-N-(methyl-d3)pyridine-2-carboxamide